5-(4-acetylpiperazin-1-yl)-N-(4-(2-chlorophenyl)thiazol-2-yl)-3-methylpyridinamide C(C)(=O)N1CCN(CC1)C=1C=C(C(=NC1)C(=O)NC=1SC=C(N1)C1=C(C=CC=C1)Cl)C